5-(1-azidoethyl)-2-fluoropyridine N(=[N+]=[N-])C(C)C=1C=CC(=NC1)F